(5-Aminopyridin-2-yl)(3,3-difluoro-1-(pyridin-2-yl)cyclobutyl)methanone tert-butyl-4-(bis(4-fluorophenyl)methyl)-3-(5-methyl-1,3,4-oxadiazol-2-yl)piperazine-1-carboxylate C(C)(C)(C)OC(=O)N1CC(N(CC1)C(C1=CC=C(C=C1)F)C1=CC=C(C=C1)F)C=1OC(=NN1)C.NC=1C=CC(=NC1)C(=O)C1(CC(C1)(F)F)C1=NC=CC=C1